(R)-N-((4-(6-nitropiperidin-3-yl)morpholin-2-yl)methyl)cyclopropylamine [N+](=O)([O-])C1CCC(CN1)N1C[C@H](OCC1)CNC1CC1